CN(C1C[C@H]2CCC[C@@H](C1)N2C(CC)=O)C2=NC(=CC(=N2)NC2=NNC(=C2)C)OC2COCC2 1-((1R,3s,5S)-3-(methyl(4-((5-methyl-1H-pyrazol-3-yl)amino)-6-((tetrahydrofuran-3-yl)oxy)pyrimidin-2-yl)amino)-9-azabicyclo[3.3.1]nonan-9-yl)propan-1-one